FC(S(=O)(=O)OC=1N=CC2=CC=NC(=C2C1)OC)(F)F 5-methoxy-2,6-naphthyridin-3-yl trifluoromethanesulfonate